ClC=1C=CC2=C(CC3(CC=4N2C(=NN4)[C@@H]4CC[C@H](CC4)C(=O)N4CCCC4)OCCO3)C1 [trans-4-(8'-Chloro-4'H,6'H-spiro[1,3-dioxolan-2,5'-[1,2,4]triazolo[4,3-a][1]benzazepin]-1'-yl)cyclohexyl](pyrrolidin-1-yl)methanon